FC(C(=O)O)(F)F.N1C(CCC1)C1=NC=C(C#N)C=C1 6-(pyrrolidin-2-yl)nicotinonitrile 2,2,2-trifluoroacetate